2-(3-Cyanophenyl)-1-{7-[(2-methoxyethyl)(methyl)amino]-1,3-benzothiazol-2-yl}ethan-1-aminium chloride [Cl-].C(#N)C=1C=C(C=CC1)CC([NH3+])C=1SC2=C(N1)C=CC=C2N(C)CCOC